C(C)(C)(C)N1CCC(CC1)N1C2=C(NC(C1=O)=O)C=C(C(=N2)C#N)Br tert-Butyl-4-(7-bromo-6-cyano-2,3-dioxo-2,3-dihydropyrido[2,3-b]pyrazin-4(1H)-yl)piperidine